(S)-4-(5-(2-((2-((S)-3-carboxybutyl)-4-chloro-6-methoxybenzo[b]thiophen-5-yl)oxy)ethoxy)-4-chloro-6-methoxybenzo[b]thiophen-2-yl)-2-methyl-4-oxobutanoic acid C(=O)(O)[C@H](CCC1=CC2=C(S1)C=C(C(=C2Cl)OCCOC2=C(C1=C(SC(=C1)C(C[C@@H](C(=O)O)C)=O)C=C2OC)Cl)OC)C